tert-butyl 4-((4-(7-((5-(3,4-dichlorophenyl)-1,3,4-oxadiazol-2-yl)methyl)-1,3-dimethyl-2,6-dioxo-2,3,6,7-tetrahydro-1H-purin-8-yl)piperazin-1-yl)ethyl)piperidine-1-carboxylate ClC=1C=C(C=CC1Cl)C1=NN=C(O1)CN1C(=NC=2N(C(N(C(C12)=O)C)=O)C)N1CCN(CC1)CCC1CCN(CC1)C(=O)OC(C)(C)C